C(\C=C\C(=O)O)(=O)O.C(\C=C\C(=O)O)(=O)O.C(\C=C\C(=O)O)(=O)O.NCCNCCNCCN triethylenetetramine trifumarate